(4-bromo-3-fluoro-2-thienyl)ethanone BrC=1C(=C(SC1)C(C)=O)F